N\C(=C\1/C(NC2=CC=C(C=C12)Br)=O)\C=1C=NC=C(C1)O (Z)-3-(amino(5-hydroxypyridin-3-yl)methylene)-5-bromoindolin-2-one